OC=1C(=C(C=2C(C3=C(C(=CC=C3C(C2C1)(C)O)C)O)=O)C)C(=O)O 3,8,10-trihydroxy-1,7,10-trimethyl-9-oxo-9,10-dihydroanthracene-2-carboxylic acid